(E)-1,4-di(2,5-dimethoxyphenyl)but-2-ene-1,4-dione COC1=C(C=C(C=C1)OC)C(\C=C\C(=O)C1=C(C=CC(=C1)OC)OC)=O